CC=1CC[C@@H]([C@@H](C1)C=1C(=CC(=CC1)O)O)CCC (1'S,2'S)-5'-methyl-2'-(prop-1-yl)-1',2',3',4'-tetrahydro-[1,1'-biphenyl]-2,4-diol